4-(((2R)-4-(3-hydroxypyrrolidin-1-yl)-1-(phenylsulfanyl)butan-2-yl)amino)-3-((trifluoromethyl)sulfonyl)benzenesulfonamide nonyl-8-(2-hydroxyethylamino)octanoate C(CCCCCCCC)OC(CCCCCCCNCCO)=O.OC1CN(CC1)CC[C@H](CSC1=CC=CC=C1)NC1=C(C=C(C=C1)S(=O)(=O)N)S(=O)(=O)C(F)(F)F